S(=O)(Cl)Cl.[Li] Lithium Thionylchlorid